FC(C=1C=C(C=CC1F)N1C=C(C=2[C@H](C(CCC12)(F)F)O)S(=O)(=O)CF)F (R)-1-(3-(difluoromethyl)-4-fluorophenyl)-5,5-difluoro-3-((fluoromethyl)sulfonyl)-4,5,6,7-tetrahydro-1H-indol-4-ol